methyl 3-[2-({[3-fluoro-1-(3-fluoro(2-pyridyl))cyclobutyl] methyl}amino)pyrimidin-5-yl]-4-hydroxybenzoate FC1CC(C1)(C1=NC=CC=C1F)CNC1=NC=C(C=N1)C=1C=C(C(=O)OC)C=CC1O